4-phenyl-6-(4-methylphenyl)-2-amino-3-cyanopyridine C1(=CC=CC=C1)C1=C(C(=NC(=C1)C1=CC=C(C=C1)C)N)C#N